(S)-1-ethyl-4-(3-methyl-2-(6-(2-(methylsulfonyl)pyrimidin-5-yl)hex-5-ynamido)butanamido)piperidine-4-carboxylic acid C(C)N1CCC(CC1)(C(=O)O)NC([C@H](C(C)C)NC(CCCC#CC=1C=NC(=NC1)S(=O)(=O)C)=O)=O